1-(2-(3-(but-3-yn-1-yl)-3H-diazepin-3-yl)ethyl)-6-chloro-2-(1,3,4-oxadiazol-2-yl)-1H-indole-3-carbaldehyde C(CC#C)C1(N=NC=CC=C1)CCN1C(=C(C2=CC=C(C=C12)Cl)C=O)C=1OC=NN1